(1R)-1-[5-(2-phenoxyphenyl)-1,2,4-oxadiazol-3-yl]-6-azaspiro[2.5]octane-6-sulfonamide O(C1=CC=CC=C1)C1=C(C=CC=C1)C1=NC(=NO1)[C@@H]1CC12CCN(CC2)S(=O)(=O)N